5-hydroxy-1,2,4-triazin-3(2H)-one OC1=NC(NN=C1)=O